(1S,2S)-cyclohexanedicarboxylic acid C1(CCCCC1)(C(=O)O)C(=O)O